(S)-3-methyl-4-oxo-2-oxa-8-azaspiro[4.5]decane-8-carboxylate C[C@@H]1OCC2(C1=O)CCN(CC2)C(=O)[O-]